(4-(5-(4-cyclohexyl-3-(trifluoromethyl)phenyl)-1,2,4-oxadiazol-3-yl)-2-methylphenyl)methanol C1(CCCCC1)C1=C(C=C(C=C1)C1=NC(=NO1)C1=CC(=C(C=C1)CO)C)C(F)(F)F